C(C)OC1=CC2=C(N=C(N=C2N[C@H](C)C2=CC(=CC=C2)C(F)(F)F)C)C=N1 6-ethoxy-2-methyl-N-{(1R)-1-[3-(trifluoromethyl)phenyl]ethyl}pyrido[3,4-d]pyrimidin-4-amine